sodium undecenoate CCCCCCCCC=CC(=O)[O-].[Na+]